bis-(1,2,2,6,6-pentamethyl-4-piperidinyl)-sebacate CN1C(CC(CC1(C)C)OC(CCCCCCCCC(=O)OC1CC(N(C(C1)(C)C)C)(C)C)=O)(C)C